C(C=C)OC=1C=C2CCN3C(C2=CC1)=CC(=NC3=O)Cl 9-(allyloxy)-2-chloro-6,7-dihydro-4H-pyrimido[6,1-a]isoquinolin-4-one